(2,4,5-trimethylcyclohex-2-en-1-yl)acetaldehyde CC=1C(CC(C(C1)C)C)CC=O